O=C(CC#N)C1=CC=C(C=C1)C(F)(F)F 3-oxo-3-(4-(trifluoromethyl)phenyl)propanenitrile